NC1=C(C2=C(S1)C(=CC=C2C=2C1=C(C=3C=NC(=NC3C2F)OCC2(CC2)CN2CCC(CC2)=C(F)F)COC1)F)C#N 2-Amino-7-fluoro-4-(5-fluoro-3-((1-((4-(difluoromethylidene)piperidin-1-yl)methyl)cyclopropyl)methoxy)-7,9-dihydrofuro[3,4-f]quinazolin-6-yl)benzo[b]thiophene-3-carbonitrile